(3-phenyl-1H-indene-1-ylidene)bis(tricyclohexylphosphine) ruthenium dichloride [Ru](Cl)Cl.C1(=CC=CC=C1)C1=CC(C2=CC=CC=C12)(P(C1CCCCC1)(C1CCCCC1)C1CCCCC1)P(C1CCCCC1)(C1CCCCC1)C1CCCCC1